N=1N(N=CC1)CC(=O)C=1C=CC(=C(C1)N1C(=NC2=CC=CC=C2C1=O)CN1CC(N(CC1)C(COC1=CC=C(C=C1)Cl)=O)C(F)F)OC(C)C 3-(5-(2-(2H-1,2,3-triazol-2-yl)acetyl)-2-isopropoxyphenyl)-2-((4-(2-(4-chlorophenoxy)acetyl)-3-(difluoromethyl)piperazin-1-yl)methyl)quinazolin-4(3H)-one